4-[(5S)-3-oxo-5-phenyl-6,7-dihydro-3H-pyrrolo[2,1-c][1,2,4]triazol-2(5H)-yl]benzonitrile O=C1N2C(=NN1C1=CC=C(C#N)C=C1)CC[C@H]2C2=CC=CC=C2